L-2,4,6-tri(2-pyridyl)-1,3,5-triazine N1=C(C=CC=C1)C1=NC(=NC(=N1)C1=NC=CC=C1)C1=NC=CC=C1